N-(3-(2-hydroxyethyl)tetrahydrofuran-3-yl)-2-methyl-5-((2-(trifluoromethyl)pyridin-3-yl)-methoxy)benzofuran-3-carboxamide OCCC1(COCC1)NC(=O)C1=C(OC2=C1C=C(C=C2)OCC=2C(=NC=CC2)C(F)(F)F)C